The molecule is a retinoid that is 5,6-epoxyretinoic acid in which the carboxy proton has been replaced by a beta-D-glucuronyl residue. It has a role as a rat metabolite. It is a retinoid, a beta-D-glucosiduronic acid and an epoxide. It derives from a 5,6-epoxyretinoic acid. It is a conjugate acid of a 1-O-(5,6-epoxyretinoyl)-beta-D-glucuronate. C/C(=C\\C=C\\C(=C\\C(=O)O[C@H]1[C@@H]([C@H]([C@@H]([C@H](O1)C(=O)O)O)O)O)\\C)/C=C/C23C(CCCC2(O3)C)(C)C